CC1=C(C=CC(=C1)Cl)Cl 1-methyl-2,5-dichlorobenzene